(3R)-oxainine-3-amine O1CC(=CC=C1)N